4-Bromo-6,7-dichloro-2-(((tetrahydro-2H-pyran-2-yl)oxy)methyl)-1H-indole BrC1=C2C=C(NC2=C(C(=C1)Cl)Cl)COC1OCCCC1